(R)-4-(1-((3-morpholinopropoxy)carbonyl)-3-(trifluoromethyl)-5,6-dihydroimidazo[1,5-a]pyrazin-7(8H)-yl)-4-oxo-1-(2,4,5-trifluorophenyl)butan O1CCN(CC1)CCCOC(=O)C=1N=C(N2C1CN(CC2)C(CCCC2=C(C=C(C(=C2)F)F)F)=O)C(F)(F)F